NC/C(/CN1N=CN(C1=O)CC1=CC=C(S1)N1C(C=CC2=CC=CC(=C12)C)=O)=C\F [5-[[1-[(E)-2-(aminomethyl)-3-fluoro-allyl]-5-oxo-1,2,4-triazol-4-yl]methyl]-2-thienyl]-8-methyl-1H-quinolin-2-one